2-(5-ethyl-6-(4-(3-hydroxypicolinoyl)piperazin-1-yl)-2-morpholino-7-oxo-[1,2,4]triazolo[1,5-a]pyrimidin-4(7H)-yl)-N-(5-fluoro-2-methyl-4-(trifluoromethyl)phenyl)acetamide C(C)C=1N(C=2N(C(C1N1CCN(CC1)C(C1=NC=CC=C1O)=O)=O)N=C(N2)N2CCOCC2)CC(=O)NC2=C(C=C(C(=C2)F)C(F)(F)F)C